7-(4-(trifluoromethyl)-phenoxy)-3,4-dihydroisoquinoline-2(1H)-carboxamide FC(C1=CC=C(OC2=CC=C3CCN(CC3=C2)C(=O)N)C=C1)(F)F